3-(5-(1H-pyrazol-4-yl)pyridin-2-yl)-1-(3-methoxybenzyl)-8-(oxetan-3-yl)-1,3,8-triazaspiro[4.5]decan-2-one N1N=CC(=C1)C=1C=CC(=NC1)N1C(N(C2(C1)CCN(CC2)C2COC2)CC2=CC(=CC=C2)OC)=O